COC(=O)C1CC(C1)C(=O)OC cyclobutane-1,3-dicarboxylic acid dimethyl ester